2-fluoro-4-((4-(2,2,2-trifluoroacetyl)piperazin-1-yl)sulfonyl)benzenesulfonyl chloride FC1=C(C=CC(=C1)S(=O)(=O)N1CCN(CC1)C(C(F)(F)F)=O)S(=O)(=O)Cl